ClC1=NC(=CC(=N1)C1(CCN(CC1)C(=O)OC(C)(C)C)S(=O)(=O)C)N1[C@H](COCC1)CC tert-butyl (S)-4-(2-chloro-6-(3-ethylmorpholino)pyrimidin-4-yl)-4-(methylsulfonyl)piperidine-1-carboxylate